FC(C1=C(OC2=CC=C(C=C2)C(C(F)(F)F)(C(F)(F)F)C2=CC=C(C=C2)OC2=C(C=C(C=C2)N)C(F)(F)F)C=CC(=C1)N)(F)F 2,2-bis(4-(2-(trifluoromethyl)-4-aminophenoxy)phenyl)hexafluoropropane